FC(O[C@@H]1C[C@H](C1)OCC(=O)NC12CC(C1)(C2)NC(OC(C)(C)C)=O)(F)F tert-butyl (3-(2-(trans-3-(trifluoromethoxy)cyclobutoxy)acetamido)bicyclo[1.1.1]pentan-1-yl)carbamate